C(C)C=1N(C=CN1)C1=CN=CC(=N1)N1CCC2(CCN(C2=O)C2=NC=CC(=C2)C(F)(F)F)CC1 8-[6-(2-ethyl-1H-imidazol-1-yl)pyrazin-2-yl]-2-[4-(trifluoromethyl)pyridin-2-yl]-2,8-diazaspiro[4.5]decan-1-one